methyl-sulfuric acid COS(O)(=O)=O